C(CCCCC=CCCCCCCCCC)(=O)O 6-hexadecenoic acid